(S)-6-((4-((2-hydroxy-1-phenylethyl)amino)-5-(3-(pyridin-3-yl)-1,2,4-oxadiazol-5-yl)pyridin-2-yl)amino)-1-isopropyl-2-methyl-1,2-dihydro-3H-indazol-3-one OC[C@H](C1=CC=CC=C1)NC1=CC(=NC=C1C1=NC(=NO1)C=1C=NC=CC1)NC1=CC=C2C(N(N(C2=C1)C(C)C)C)=O